C1(CC1)C1=CC(=C(C=C1)NC1=CC(=NC=C1C(=O)NOCC)NC=1C(=NC(=CC1)F)C)N(S(=O)(=O)C)C 4-((4-Cyclopropyl-2-(N-methylmethylsulfonamido)phenyl)amino)-N-ethoxy-6-((6-fluoro-2-methylpyridine-3-yl)amino)nicotinamide